N-(tert-butyl)-2,3-dichloro-4-methoxy-6-(pyrazol-1-yl)-benzamide C(C)(C)(C)NC(C1=C(C(=C(C=C1N1N=CC=C1)OC)Cl)Cl)=O